FC1=C(CNC(=O)C=2C=C(C=C3C=C(NC23)C)C2=CN=CS2)C(=CC=C1)C(F)(F)F N-(2-Fluoro-6-(trifluoromethyl)benzyl)-2-methyl-5-(thiazol-5-yl)-1H-indole-7-carboxamide